benzyl (2S,4R)-4-((((E)-6-ethoxy-6-oxohex-2-en-1-yl)oxy)methyl)-4-fluoro-1-((4-phenoxybenzoyl)glycyl)pyrrolidine-2-carboxylate C(C)OC(CC/C=C/COC[C@]1(C[C@H](N(C1)C(CNC(C1=CC=C(C=C1)OC1=CC=CC=C1)=O)=O)C(=O)OCC1=CC=CC=C1)F)=O